COC1=CC=C(C=C1)CN1C(C(CCC1=O)N1C(N(C2=C1C=CC=C2N2CC1CCC(C2)N1C(=O)OC(C)(C)C)C)=O)=O tert-butyl 3-[1-[1-[(4-methoxyphenyl)methyl]-2,6-dioxo-3-piperidyl]-3-methyl-2-oxo-benzimidazol-4-yl]-3,8-diazabicyclo[3.2.1]octane-8-carboxylate